(cis)-Ethyl 6-(3-amino-2,2-dimethylcyclobutyl)-4-(2-chloro-4-fluorophenyl)-2-(thiazol-2-yl)-1,4-dihydropyrimidine-5-carboxylate N[C@H]1C([C@H](C1)C1=C(C(N=C(N1)C=1SC=CN1)C1=C(C=C(C=C1)F)Cl)C(=O)OCC)(C)C